[2-(pyridin-4-yl)pyrido[3,4-d]Pyrimidin-4-yl]Amino-butan-2-ol N1=CC=C(C=C1)C=1N=C(C2=C(N1)C=NC=C2)NCC(CC)O